[K+].C1(=CC=CC=C1)S(=O)(=O)C=1C=C(C=CC1)S(=O)(=O)[O-] 3-Phenylsulfonylbenzenesulfonic acid potassium salt